(R)-2-amino-1-((R)-3-(4-amino-(4-phenoxyphenyl)-1H-pyrazolo[3,4-d]pyrimidin-1-yl)piperidin-1-yl)-3-phenylpropan-1-one N[C@@H](C(=O)N1C[C@@H](CCC1)N1N=C(C=2C1=NC=NC2N)C2=CC=C(C=C2)OC2=CC=CC=C2)CC2=CC=CC=C2